C1(=CC=C(C=C1)N(C1=CC=C(C=C1)C1=CC(=CC=C1)C1=CC=C(C=C1)N(C1=CC=CC=C1)C1=CC=C(C=C1)C1=CC=CC=C1)C1=CC=CC=C1)C1=CC=CC=C1 4,4''-bis{(biphenyl-4-yl)-phenylamino}-1,1':3',1''-terphenyl